F\C(=C/C1=CC=C(C(=C1N1CC2(CCC1)CCN(CC2)C(=O)OC(C)(C)C)C(F)(F)F)OCC[Si](C)(C)C)\C2=NN(C=C2)C2=CN=NC=C2 tert-butyl (Z)-2-(6-(2-fluoro-2-(1-(pyridazin-4-yl)-1H-pyrazol-3-yl)vinyl)-2-(trifluoromethyl)-3-(2-(trimethylsilyl)ethoxy)phenyl)-2,9-diazaspiro[5.5]undecane-9-carboxylate